C(C)(C)(C)OC(=O)N1[C@H]([C@H](CC1)N(C)CC1=CC=CC=C1)C cis-tert-butyl-3-[benzyl(methyl)amino]-2-methyl-pyrrolidine-1-carboxylate